(R or S)-7-(3,3-difluorocyclobutyl)-4,4-difluoro-2-(1H-pyrazol-4-yl)-4,5,7,8-tetrahydro-3H-1-thia-5a,8-diazabenzo[cd]azulen-9(6H)-one FC1(CC(C1)[C@@H]1CN2C=3C(=C(SC3C(N1)=O)C=1C=NNC1)CC(C2)(F)F)F |o1:5|